C(C)C1=NN(C(C=2N1C1=C(C2)C=CS1)=O)CC(=O)OCC ethyl 2-(8-(ethyl)-5-oxothieno[3',2':4,5]pyrrolo[1,2-d][1,2,4]triazin-6(5H)-yl)acetate